O[C@H]1[C@H](C2=CC=CC=C2C1)NC(=O)C1=CC2=C(N3C(S2)=NC(=C3)C3=CC=C(C=C3)C(NC)=O)C=C1 N-((1S,2R)-2-hydroxy-2,3-dihydro-1H-inden-1-yl)-2-(4-(methylcarbamoyl)phenyl)benzo[d]imidazo[2,1-b]thiazole-7-carboxamide